5-fluoro-N-(4-methoxyphenyl)-2-(2-methylpyrazolo[1,5-a]pyridin-3-yl)pyrimidine-4,6-diamine FC=1C(=NC(=NC1N)C=1C(=NN2C1C=CC=C2)C)NC2=CC=C(C=C2)OC